C(#N)C(C(=O)O)=CC1=CC(=CC=C1)N alpha-cyano-3-aminocinnamic acid